ClC1=CC=C(CC2=CC=C(C3=CC=CC=C23)N(C)C)C=C1 4-(4-chlorobenzyl)-N,N-dimethylnaphthalene-1-amine